[Se-2].[Se-2].[Cr+3].[Cr+3] di-chromium diselenide